C(CCCC)C1=CC=2C(C3=CC=CC=C3C(C2C=C1)=O)=O 2-amyl-9,10-anthraquinone